5-propyl-1-(4-vinylbenzyl)-1H-tetrazole C(CC)C1=NN=NN1CC1=CC=C(C=C1)C=C